(S)-2-amino-3-(5-phenyl-1H-indol-3-yl)propanoic acid N[C@H](C(=O)O)CC1=CNC2=CC=C(C=C12)C1=CC=CC=C1